C(#N)C1=C(SC2=C1C(=NC=C2F)C=2C1=C(C=3C=NC(=NC3C2F)N2CC(C(C2)NC(C)C)(C)O)COC1)NC(OC(C)(C)C)=O tert-Butyl (3-cyano-7-fluoro-4-(5-fluoro-3-(3-hydroxy-4-(isopropylamino)-3-methylpyrrolidin-1-yl)-7,9-dihydrofuro[3,4-f]quinazolin-6-yl)thieno[3,2-c]pyridin-2-yl)carbamate